dibenzo[b,d]Thiophene-3-yl-boronic acid C1=CC(=CC=2SC3=C(C21)C=CC=C3)B(O)O